N-(1-((S)-4-Bromo-5-chloro-6-fluoro-2-phenyl-2,3-dihydrobenzofuran-2-yl)-2-(2-methyloxiran-2-yl)ethyl)-2-methylpropane-2-sulfonamide BrC1=C(C(=CC2=C1C[C@](O2)(C2=CC=CC=C2)C(CC2(OC2)C)NS(=O)(=O)C(C)(C)C)F)Cl